C(C)[C@H]1CC2=C(CN(C1)C(C(F)(F)F)=O)N=CC=C2 1-[(6S)-6-Ethyl-5,6,7,9-tetrahydro-8H-pyrido[2,3-c]azepin-8-yl]-2,2,2-trifluoroethanone